4-cyclopropoxy-N-(4-((6,7-dimethoxyquinolin-4-yl)oxy)-2,3,5-trifluorophenyl)pyridine-3-carboxamide C1(CC1)OC1=C(C=NC=C1)C(=O)NC1=C(C(=C(C(=C1)F)OC1=CC=NC2=CC(=C(C=C12)OC)OC)F)F